FC(S(=O)(=O)C1=C(C(=C(C(=C1[2H])[2H])B(O)O)[2H])[2H])(F)F (4-((trifluoromethyl)sulfonyl)phenyl-2,3,5,6-d4)boronic acid